OCCCS(=O)(=O)O 3-hydroxypropyl-sulphonic acid